1-methoxy-4-((1E,3E)-4-phenyl-1,3-butadienyl)benzene COC1=CC=C(C=C1)\C=C\C=C\C1=CC=CC=C1